SC=1OC2=C(N1)C=CC(=C2)C(C)=O 1-(2-mercaptobenzo[d]oxazol-6-yl)ethan-1-one